cinnolinone N=1NC(C=C2C=CC=CC12)=O